4-[[5-(4-chloro-2-methoxy-anilino)-4-methyl-3-pyridinyl]methyl]-3-fluoro-pyridin-2-amine ClC1=CC(=C(NC=2C(=C(C=NC2)CC2=C(C(=NC=C2)N)F)C)C=C1)OC